C(C)S(=O)C=1C=C(C=NC1)C=1N=CC(=NC1)N[C@H](C)C1=CC=C(C=C1)F 5-(5-(ethylsulfinyl)pyridin-3-yl)-N-((R)-1-(4-fluorophenyl)ethyl)pyrazin-2-amine